5-[[3-Fluoro-4-(3-guanidinopropanoylamino)phenyl]sulfonylamino]thiazol FC=1C=C(C=CC1NC(CCNC(=N)N)=O)S(=O)(=O)NC1=CN=CS1